hexamethyl-phosphoryl-triamine CN(P(=O)(N(C)C)N(C)C)C